6-(2,8-dimethylimidazo[1,2-B]pyridazin-6-yl)-2-(4-piperidinyl)-1,3-benzoxazole CC=1N=C2N(N=C(C=C2C)C2=CC3=C(N=C(O3)C3CCNCC3)C=C2)C1